(S)-1-(3-(difluoromethyl)-4-fluorophenyl)-5,5-difluoro-4-hydroxy-4,5,6,7-tetrahydro-1H-indole-3-carboxylic acid ethyl ester C(C)OC(=O)C1=CN(C=2CCC([C@H](C12)O)(F)F)C1=CC(=C(C=C1)F)C(F)F